(3R)-1-(2-hydroxy-4-phenylcyclopentyl)piperidin-3-ylcarbamic acid tert-butyl ester C(C)(C)(C)OC(N[C@H]1CN(CCC1)C1C(CC(C1)C1=CC=CC=C1)O)=O